C1(=CC=CC1)CC(C)C1C2=CC=CC=C2C=2C=CC=CC12 9-(2-Cyclopenta-1,3-dien-1-yl-1-methyl-ethyl)fluoren